C(C)(C)(C)OC(=O)NCC1=C(C=C(C=C1)NC(=O)C12CCC(CC1)(CC2)C(=O)O)F 4-[4-(tert-butoxycarbonylamino-methyl)-3-fluoro-phenylcarbamoyl]-bicyclo[2.2.2]octane-1-carboxylic acid